1-[1-[5-Chloro-2-[4-[4-(2,2,2-trifluoroethyl)piperazin-1-yl]phenyl]phenyl]-3-piperidyl]-5-(trifluoromethyl)pyrazole-4-carboxylic acid ClC=1C=CC(=C(C1)N1CC(CCC1)N1N=CC(=C1C(F)(F)F)C(=O)O)C1=CC=C(C=C1)N1CCN(CC1)CC(F)(F)F